((2-Methoxy-3-(1-methyl-1H-pyrazol-4-yl)phenyl)amino)nicotinamide COC1=C(C=CC=C1C=1C=NN(C1)C)NC1=C(C(=O)N)C=CC=N1